[C@H]12CCC#CCC[C@@H]2C1COC(=O)NCCOCCO N-(1R,8S,9s)-bicyclo[6.1.0]non-4-yn-9-ylmethyloxycarbonyl-1-amino-3-oxapentan-5-ol